2-(2-chlorophenyl)-N-(2-(3-methyl-oxetan-3-yl)-7-sulfamoyl-isoindolin-5-yl)acetamide ClC1=C(C=CC=C1)CC(=O)NC=1C=C2CN(CC2=C(C1)S(N)(=O)=O)C1(COC1)C